heptadecane-2,8-diol CC(CCCCCC(CCCCCCCCC)O)O